3,4,5-tripentyloxybenzoyl-hydrazine C(CCCC)OC=1C=C(C(=O)NN)C=C(C1OCCCCC)OCCCCC